5-(4-Fluorophenylmethyl)-6-((2-(pyrrolidin-1-yl)ethyl)amino)nicotinic acid methyl ester COC(C1=CN=C(C(=C1)CC1=CC=C(C=C1)F)NCCN1CCCC1)=O